O1CC[C@@H](C2=CC=CC=C12)NC(=O)C=1C=C(C=CC1)N[C@]1(CN(CC1)C(=O)OC(C)(C)C)C1=NN=C(N1)C1=CC=NC=C1 |&1:20| racemic-tert-butyl 3-((3-(((S)-chroman-4-yl)carbamoyl)phenyl)amino)-3-(5-(pyridin-4-yl)-4H-1,2,4-triazol-3-yl)pyrrolidine-1-carboxylate